FC1(OC2=C(C=NC(=C2)[C@H](C)OC2=NC=CC(=C2)N2N=C(C=3CCCC(C23)OC23CC(C2)(C3)C(=O)O)C(F)(F)F)O1)F 3-[[1-[2-[(1S)-1-(2,2-difluoro-[1,3]dioxolo[4,5-c]pyridin-6-yl)ethoxy]-4-pyridinyl]-3-(trifluoromethyl)-4,5,6,7-tetrahydroindazol-7-yl]oxy]bicyclo[1.1.1]pentane-1-carboxylic acid